CC1(CC1)CNC=1N=CC2=C(N1)NC=C2C2=CC=1N(C=C2)N=CC1C(=O)N1CCCCC1 (5-(2-(((1-methylcyclopropyl)methyl)amino)-7H-pyrrolo[2,3-d]pyrimidin-5-yl)pyrazolo[1,5-a]pyridin-3-yl)(piperidin-1-yl)methanone